lithium disilazane [SiH3]N[SiH3].[Li]